(1R)-6-chloro-N-{2,4-difluoro-3-[8-methoxy-2-(piperidin-4-ylamino)quinazolin-6-yl]phenyl}-1-hydroxy-2,3-dihydro-1H-indene-4-sulfonamide ClC=1C=C(C=2CC[C@H](C2C1)O)S(=O)(=O)NC1=C(C(=C(C=C1)F)C=1C=C2C=NC(=NC2=C(C1)OC)NC1CCNCC1)F